tert-butyl 4-(6-(3,4-dimethoxyphenyl)-7-((2-(trimethylsilyl) ethoxy) methyl)-5-vinyl-7H-pyrrolo[2,3-C]pyridazin-3-yl)-5,6-dihydropyridine-1(2H)-carboxylate COC=1C=C(C=CC1OC)C1=C(C2=C(N=NC(=C2)C2=CCN(CC2)C(=O)OC(C)(C)C)N1COCC[Si](C)(C)C)C=C